(R)-6-((7-azabicyclo[2.2.1]heptan-7-yl)methyl)-2-(3-(3-(fluoro(4-methyl-4H-1,2,4-triazol-3-yl)methyl)oxetan-3-yl)phenyl)-4-(trifluoromethyl)isoindolin-1-one C12CCC(CC1)N2CC2=CC(=C1CN(C(C1=C2)=O)C2=CC(=CC=C2)C2(COC2)[C@H](C2=NN=CN2C)F)C(F)(F)F